5-(difluoromethyl)-1'-[2-({8-[(3-hydroxy-3-methylcyclobutyl)methyl]-7-oxo-5,6,7,8-tetrahydro-1,8-naphthyridin-3-yl}oxy)ethyl]-1,2-dihydrospiro[indole-3,4'-piperidin]-2-one FC(C=1C=C2C(=CC1)NC(C21CCN(CC1)CCOC=1C=NC=2N(C(CCC2C1)=O)CC1CC(C1)(C)O)=O)F